C1(CC1)C(=O)N1CC2=CC=C(C=C2CC1)S(=O)(=O)N[C@@H](C)C1=CC=C(C=C1)C(F)(F)F (S)-2-(cyclopropanecarbonyl)-N-(1-(4-(trifluoromethyl)phenyl)ethyl)-1,2,3,4-tetrahydroisoquinoline-6-sulfonamide